N1N=CC2=CC=C(C=C12)NC(CCC1CN(CCC1)C(=O)N([C@H]1CNCCC1)C1=NC=CC2=CC=CC(=C12)C)=O 3-(3-((1H-indazol-6-yl)amino)-3-oxopropyl)-N-(8-methylisoquinolin-1-yl)-N-((R)-piperidin-3-yl)piperidine-1-carboxamide